2-chloro-3-nitro-5-(trifluoromethyl)pyridin-4-amine ClC1=NC=C(C(=C1[N+](=O)[O-])N)C(F)(F)F